Cl.FC1=C(C=CC(=C1)F)C1CNCC1 3-(2,4-difluorophenyl)pyrrolidine hydrochloride